CN1C2=C(OC[C@@H](C1=O)NC(C(=O)NCCC1=CC=CC=C1)=O)C=CC(=C2)C#CCN2CC(NCC2)=O (S)-N1-(5-methyl-4-oxo-7-(3-(3-oxopiperazin-1-yl)prop-1-yn-1-yl)-2,3,4,5-tetrahydrobenzo[b][1,4]oxazepin-3-yl)-N2-phenethyloxalamide